ClC=1C=C(SC1)S1C[C@H](CN2C(N=C(C3=CC(=CC1=C23)C(F)(F)F)N2C[C@@H](N[C@@H](C2)C)C)=O)N2N=NC=C2 (S)-l-1-(4-chlorothiophen-2-yl)-8-((3S,5R)-3,5-dimethylpiperazin-1-yl)-3-(1H-1,2,3-triazol-1-yl)-10-(trifluoromethyl)-3,4-dihydro-[1,4]thiazepino[2,3,4-ij]quinazolin-6(2H)-one